((R)-1-(2-aminopropyl)-4-vinylpyridine) hexafluorophosphate F[P-](F)(F)(F)(F)F.N[C@@H](CN1CC=C(C=C1)C=C)C